C(C1=CC=CC=C1)OC(=O)NCCCN1CCN(CC1)C(=O)OC(C)(C)C tert-butyl 4-[3-(benzyloxycarbonylamino)propyl]piperazine-1-carboxylate